O1CCC(=CC1)C1=CC=2C(=NC=C(C2)C(=O)O)N1COCC[Si](C)(C)C 2-(3,6-dihydro-2H-pyran-4-yl)-1-((2-(trimethylsilyl)ethoxy)methyl)-1H-pyrrolo[2,3-b]pyridine-5-carboxylic acid